rac-4-nitrophenyl (1R,2R)-1-methyl-2-(trifluoromethyl)cyclopropane-1-carboxylate C[C@@]1([C@@H](C1)C(F)(F)F)C(=O)OC1=CC=C(C=C1)[N+](=O)[O-] |r|